(R)-N-(3-cyanooxetan-3-yl)-3-(4-cyanophenethyl)-1-(pyridin-2-ylmethyl)pyrrolidine-3-carboxamide C(#N)C1(COC1)NC(=O)[C@]1(CN(CC1)CC1=NC=CC=C1)CCC1=CC=C(C=C1)C#N